7-bromo-2,12-di-tert-butyl-9-phenyl-9H-5-oxa-9-aza-13b-boranaphtho[3,2,1-de]anthracene BrC=1C=C2N(C=3C=CC(=CC3B3C2=C(C1)OC=1C=CC(=CC13)C(C)(C)C)C(C)(C)C)C1=CC=CC=C1